OCC1CCC(CC1)OC[C@H]1[C@H](CCC2=CC=C(C(N12)=O)C)NS(=O)(=O)C |r| rac-N-[(3S,4R)-4-({[(1s,4S)-4-(hydroxymethyl)cyclohexyl]oxy}methyl)-7-methyl-6-oxo-1,3,4,6-tetrahydro-2H-quinolizin-3-yl]methanesulfonamide